COC(=O)N1[C@H]([C@]2(COCC(N2)=O)CCC1)CO[C@@H]1CC[C@@H](CC1)C1=CC=CC=C1 (6S,7R)-2-oxo-7-({[(cis)-4-phenylcyclohexyl]oxy}methyl)-4-oxa-1,8-diazaspiro[5.5]undecane-8-carboxylic acid methyl ester